CSC(C)C1=CC=C(C=C1)CCN 2-(4-(1-(methylthio)ethyl)phenyl)ethan-1-amine